CS(=O)(=O)C=1C=C(C=CC1)C1CCN(CC1)CCC 4-[3-(methyl-sulfonyl)phenyl]-1-propyl-piperidine